FC(C1CC(C1)(O)C=1SC2=NC(=CC=C2N1)C=1C=C2C(=NC1)N(N=N2)C)F cis-3-(difluoromethyl)-1-(5-(3-methyl-3H-[1,2,3]triazolo[4,5-b]pyridin-6-yl)[1,3]thiazolo[5,4-b]pyridin-2-yl)cyclobutanol